CN1NN(C=CC1)C1=C(N=CN1)C(=O)N 5-(3-methyltriazin-1-yl)imidazole-4-amide